O[C@H](COC=1C=C(C=CC1)S(=O)(=O)NC)CN[C@H]1COC2(C1)CCN(CC2)S(=O)(=O)C2=CC(=C(C=C2)OC)C 3-((S)-2-hydroxy-3-((R)-8-(4-methoxy-3-methylphenylsulfonyl)-1-oxa-8-azaspiro[4.5]decan-3-ylamino)propoxy)-N-methylbenzenesulfonamide